C12(CC3CC(CC(C1)C3)C2)O adamantanemono-ol